5-(1-{4-[(3,3-difluorocyclobutyl)methoxy]-2-fluoro-5-methoxybenzoyl}piperidin-4-yl)-4-methoxypyridin-2-amine trifluoroacetate FC(C(=O)O)(F)F.FC1(CC(C1)COC1=CC(=C(C(=O)N2CCC(CC2)C=2C(=CC(=NC2)N)OC)C=C1OC)F)F